2-((6-cyano-2H-indazol-2-yl)(5-methoxy-7-methyl-1H-indol-4-yl)methyl)-cyclopropane-1-carboxylic acid C(#N)C=1C=CC2=CN(N=C2C1)C(C1C(C1)C(=O)O)C1=C2C=CNC2=C(C=C1OC)C